(1R,2S,5S)-3-((S)-2-(3-methoxycyclobutane-1-carboxamido)-3,3-dimethylbutanoyl)-6,6-dimethyl-3-azabicyclo[3.1.0]hexane-2-carboxylic acid COC1CC(C1)C(=O)N[C@H](C(=O)N1[C@@H]([C@H]2C([C@H]2C1)(C)C)C(=O)O)C(C)(C)C